C(C)OC(=O)C1(CN(CC1=O)C(=O)OC(C)(C)C)C 3-methyl-4-oxopyrrolidine-1,3-dicarboxylic acid 1-(tert-butyl) ester 3-ethyl ester